(R)-1-(5-chlorothien-3-yl)-N-(8,9-difluoro-6-oxo-1,4,5,6-tetrahydro-2H-pyrano[3,4-c]isoquinolin-1-yl)-N-methylazetidin-3-carboxamide ClC1=CC(=CS1)N1CC(C1)C(=O)N(C)[C@H]1COCC=2NC(C=3C=C(C(=CC3C21)F)F)=O